(R)-3-bromo-α-methylbenzylamine BrC=1C=C([C@@H](C)N)C=CC1